O[C@H](C)[C@@H]1[C@H]2[C@H](C(=CN2C1=O)S[C@H]1CN(CC1)CC1CCN(CC1)C)C (4R,5S,6S)-6-((R)-1-hydroxyethyl)-4-methyl-3-(((R)-1-((1-methylpiperidin-4-yl)methyl)pyrrolidin-3-yl)thio)-7-oxo-1-azabicyclo[3.2.0]hept-2-ene